1-(cyclopropylmethyl)-6-(3-fluoro-4-methoxy-phenyl)-3H-imidazo[4,5-b]pyridin-2-one C1(CC1)CN1C(NC2=NC=C(C=C21)C2=CC(=C(C=C2)OC)F)=O